COC1CCC(CC1)NC1=NC=CC(=N1)SC 2-((1r,4r)-4-methoxycyclohexylamino)-4-(methylthio)pyrimidine